N-(4-amino-1H-pyrazolo[4,3-c]pyridin-7-yl)-2-oxo-2-[rac-(2S,5R)-4-cyclopropyl-5-methyl-2-phenyl-piperazin-1-yl]acetamide NC1=NC=C(C2=C1C=NN2)NC(C(N2[C@H](CN([C@@H](C2)C)C2CC2)C2=CC=CC=C2)=O)=O |r|